ClC1=CC=C(C=C1)N1C=NN(C1=O)CC1=CC(=C(OC(C(=O)O)(C)C)C(=C1)C)C 2-(4-((4-(4-Chlorophenyl)-5-oxo-4,5-dihydro-1H-1,2,4-triazol-1-yl)meth-yl)-2,6-dimethylphenoxy)-2-methyl-propionic acid